CC(C(=O)O[C@H]1[C@@H](O[C@@H]([C@H]1OC(C(C)C)=O)CNS(=O)(=O)C1=CC2=CC=CC=C2C=C1)N1C2=NC=NC(=C2N=C1)N)C (2R,3R,4R,5R)-2-(6-Amino-9H-purin-9-yl)-5-((naphthalene-2-sulfonamido)methyl)tetrahydrofuran-3,4-diyl bis(2-methylpropanoate)